tert-butyl 4-[6-[3-[(1R)-1-(tert-butoxycarbonylamino)ethyl]phenyl]-3-chloro-2-quinolyl]piperazine-1-carboxylate C(C)(C)(C)OC(=O)N[C@H](C)C=1C=C(C=CC1)C=1C=C2C=C(C(=NC2=CC1)N1CCN(CC1)C(=O)OC(C)(C)C)Cl